1-Benzyl-4-butyl-3-methyl-5-phenyl-3-((benzylseleno)methyl)-1H-pyrrol-2(3H)-one C(C1=CC=CC=C1)N1C(C(C(=C1C1=CC=CC=C1)CCCC)(C[Se]CC1=CC=CC=C1)C)=O